(R)-2-(5-((4-((1-(3-amino-5-(trifluoromethyl)phenyl)ethyl)amino)-2-methylquinazolin-6-yl)(methyl)amino)-2-Methoxyphenyl)-N,N-dimethylacetamide formate C(=O)O.NC=1C=C(C=C(C1)C(F)(F)F)[C@@H](C)NC1=NC(=NC2=CC=C(C=C12)N(C=1C=CC(=C(C1)CC(=O)N(C)C)OC)C)C